Cl.C(C)(C)OC1=C(C=CC=C1)[C@H]1N(CCOC1)C1CC2(C1)CCN(CC2)C2=CC=C(C(=O)NS(=O)(=O)C1=CC(=C(C=C1)NCC1CCC(CC1)(C)O)[N+](=O)[O-])C=C2 4-{2-[(3R)-3-(2-isopropoxyphenyl)morpholin-4-yl]-7-azaspiro[3.5]nonan-7-yl}-N-[3-nitro-4-({[(1r,4r)-4-hydroxy-4-methylcyclohexyl]methyl}amino)benzenesulfonyl]benzamide hydrochloride